1-(3-Methyl-5-fluoro-1-benzofuran-2-yl)-2-methylpropan-1-amine CC1=C(OC2=C1C=C(C=C2)F)C(C(C)C)N